ClC=1C(=NC(=NC1)N1N=CC(=C1)C(F)(F)F)NC1=CC2=C(N(C(N2CCC(C)(C)O)=O)C)C=C1 5-((5-Chloro-2-(4-(trifluoromethyl)-1H-pyrazol-1-yl)pyrimidin-4-yl)amino)-3-(3-hydroxy-3-methylbutyl)-1-methyl-1,3-dihydro-2H-benzo[d]imidazol-2-on